ClC=1N=C(C2=C(N1)N(C=C2F)COCC[Si](C)(C)C)OCC2=CC=C(C=C2)OC 2-chloro-5-fluoro-4-((4-methoxybenzyl)oxy)-7-((2-(trimethylsilyl)ethoxy)methyl)-7H-pyrrolo[2,3-d]pyrimidine